C(C)C1OCCC2=C1NC1=C(C=CC=C21)CC 1,8-diethyl-4,9-dihydro-3H-pyrano[3,4-b]indol